C=C(C(=O)OC1CCN(CC1)S(=O)(=O)C)CC(N[C@@H](C)C1=NC=C(C=C1)C(F)(F)F)=O 1-(methylsulfonyl)piperidin-4-yl (S)-2-methylene-4-oxo-4-((1-(5-(trifluoromethyl)pyridin-2-yl)ethyl)amino)butanoate